((4-((3-(1-(2-(tert-butyloxy)-2-oxoethyl)-1H-1,2,4-triazol-3-yl)-2-methoxyphenyl)amino)-6-(cyclopropanecarboxamido)pyridazine-3-carbonyl)oxy)zinc C(C)(C)(C)OC(CN1N=C(N=C1)C=1C(=C(C=CC1)NC1=C(N=NC(=C1)NC(=O)C1CC1)C(=O)O[Zn])OC)=O